(S)-2-amino-2-phenyl-acetic acid N[C@H](C(=O)O)C1=CC=CC=C1